ClC=1C(=C2C(=NC1C)NC(=C2)C(=O)N[C@@H]2[C@]([C@H]1C([C@@H](C2)C1)(C)C)(C)O)F 5-chloro-4-fluoro-N-[(1R,2R,3S,5R)-2-hydroxy-2,6,6-trimethyl-norpinan-3-yl]-6-methyl-1H-pyrrolo[2,3-b]pyridine-2-carboxamide